dichloro(cyclohexylamine) platinum (IV) [Pt+4].ClN(C1CCCCC1)Cl